BrC1=CC=C(C=C1)C1=C(CC(O1)CSC)S(=O)(=O)C1=CC=C(C=C1)C 5-(4-bromophenyl)-2-((methylthio)methyl)-4-(4-methylphenyl)sulfonyl-2,3-dihydrofuran